5-[4-[3-(2-Hydroxyethyl)pyrrolidin-1-yl]thieno[2,3-d]pyrimidin-6-yl]-1H-pyrimidine-2,4-dione OCCC1CN(CC1)C=1C2=C(N=CN1)SC(=C2)C=2C(NC(NC2)=O)=O